tris[4-(4-acetylphenylsulfanyl)phenyl]sulfonium tetraphenylborate C1(=CC=CC=C1)[B-](C1=CC=CC=C1)(C1=CC=CC=C1)C1=CC=CC=C1.C(C)(=O)C1=CC=C(C=C1)SC1=CC=C(C=C1)[S+](C1=CC=C(C=C1)SC1=CC=C(C=C1)C(C)=O)C1=CC=C(C=C1)SC1=CC=C(C=C1)C(C)=O